BrC1=CC=C(C=C1)S(=O)(C(C)C)=N (4-bromophenyl)(imino)(isopropyl)-λ6-sulfanone